NC1CCC(CC1)NC1=NC2=C(C=C(C=C2C=N1)N1N=CC(=C1)NS(=O)(=O)C1=C(C=CC=C1)Cl)CC N-(1-(2-(((1r,4r)-4-aminocyclohexyl)amino)-8-ethylquinazolin-6-yl)-1H-pyrazol-4-yl)-2-chlorobenzene-sulfonamide